FC(S(=O)(=O)N[C@@H]1[C@@H](N([C@@H](C1)C)C(=O)OC)CO[C@@H]1C[C@@H]2C[C@@]2(CC1)C1=NC=C(C=N1)F)F methyl (2R,3S,5R)-3-((difluoromethyl)sulfonamido)-2-((((1S,3S,6R)-6-(5-fluoropyrimidin-2-yl)bicyclo[4.1.0]heptan-3-yl)oxy)methyl)-5-methylpyrrolidine-1-carboxylate